NC1(CCN(CC1)C1=NC=C(C=C1)C=1C=2N(C=C(C1)OCC)N=C1C2C=NN1)C(=O)[O-] 4-amino-1-(5-(6-ethoxy-1H-pyrazolo[3',4':3,4]pyrazolo[1,5-a]pyridin-4-yl)pyridin-2-yl)piperidine-4-carboxylate